N-((2,4-dimethoxyphenyl)(methyl)(oxo)-λ6-sulfaneylidene)-1-(4-(5-(trifluoromethyl)-1,2,4-oxadiazol-3-yl)phenyl)-1H-pyrazole-4-carboxamide COC1=C(C=CC(=C1)OC)S(=NC(=O)C=1C=NN(C1)C1=CC=C(C=C1)C1=NOC(=N1)C(F)(F)F)(=O)C